N-(4-(2-(2-Aminopyridin-3-yl)-3H-imidazo[4,5-b]pyridin-3-yl)benzyl)-5-cyanopicolinamide NC1=NC=CC=C1C1=NC=2C(=NC=CC2)N1C1=CC=C(CNC(C2=NC=C(C=C2)C#N)=O)C=C1